COC=1C=C(C=CC1OC)CN1N=C2N=C(N=C(C2=C1)N)C1=NC=CN=C1 2-[(3,4-dimethoxyphenyl)methyl]-6-(pyrazin-2-yl)-2H-pyrazolo[3,4-d]pyrimidin-4-amine